tri(isopropoxy)bismuth(III) C(C)(C)O[Bi](OC(C)C)OC(C)C